C(C(C)C)N1C2CC(CC1CC2)N2CCC(CC2)C=2C=C(C1=C(N(C(=N1)C1=CC=C(C=C1)S(=O)(=O)C)C)C2)C 6-(1-(8-isobutyl-8-azabicyclo[3.2.1]oct-3-yl)piperidin-4-yl)-1,4-dimethyl-2-(4-(methylsulfonyl)phenyl)-1H-benzo[d]imidazole